C(C=C)(=O)N1CC(C1)C1NC2C(NC1)=CC=CC2 3-(1-acryloylazetidin-3-yl)-1,2,3,4,4a,5-hexahydrobenzo[b]pyrazine